8-methylquinoxaline-5-carboxylic acid CC1=CC=C(C=2N=CC=NC12)C(=O)O